3-[5-(methylaminomethyl)-1,3,4-oxadiazol-2-yl]-N-[4-(trifluoromethyl)phenyl]pyrazin-2-amine CNCC1=NN=C(O1)C=1C(=NC=CN1)NC1=CC=C(C=C1)C(F)(F)F